vanillin phosphorus nitrogen [N].[P].O=CC1=CC(OC)=C(O)C=C1